5-Bromoacenaphthylene-1,2-dione BrC1=CC=C2C(C(C=3C=CC=C1C32)=O)=O